3-phenyl-3-(((1R,5S,6S)-3-(3-(5,6,7,8-tetrahydro-1,8-naphthyridin-2-yl)propanoyl)-3-azabicyclo[3.1.0]Hex-6-yl)amino)propionic acid ethyl ester trifluoroacetate FC(C(=O)O)(F)F.C(C)OC(CC(NC1[C@@H]2CN(C[C@H]12)C(CCC1=NC=2NCCCC2C=C1)=O)C1=CC=CC=C1)=O